CN(C(CN(CC=O)C)=O)C N,N-DIMETHYL-2-[METHYL(2-OXOETHYL)AMINO]ACETAMIDE